methyl 2-((3,4-difluoro-2-formylphenyl) amino)-5-fluoro-4-(trifluoromethyl)-benzoate FC=1C(=C(C=CC1F)NC1=C(C(=O)OC)C=C(C(=C1)C(F)(F)F)F)C=O